C(C)(C)OC=1C=C2C(=NNC2=CC1)C1=CN=NC(=C1)N1CCCC1 5-isopropoxy-3-(6-pyrrolidin-1-ylpyridazin-4-yl)-1H-indazole